BrC1=CC=NC=2N(C3=CC=CC=C3C21)C2C(N(C(CC2)=O)CC2=CC=C(C=C2)OC)=O 3-(4-bromo-9H-pyrido[2,3-b]indol-9-yl)-1-(4-methoxybenzyl)piperidine-2,6-dione